2-methyl-1,3-propylene adipat C1(CCCCC(=O)OCC(CO1)C)=O